NCCC(=O)N[C@H](C(=O)N1[C@@H](C[C@H](C1)O)C(=O)NCC1=CC=C(C=C1)C1=C(N=CS1)C)C(C)(C)C (2S,4R)-1-((S)-2-(3-Aminopropanamido)-3,3-dimethylbutanoyl)-4-hydroxy-N-(4-(4-methylthiazol-5-yl)benzyl)pyrrolidine-2-carboxamide